CN(CCC1(C(C=C(C=C1)NC=1N=C(C2=C(N1)NC=C2)C2=CN(C1=CC(=CC=C21)F)C)N)NC)C 1-(2-(dimethylamino)ethyl)-N4-(4-(6-fluoro-1-methyl-1H-indol-3-yl)-7H-pyrrolo[2,3-d]pyrimidin-2-yl)-N1-methylbenzene-1,2,4-triamine